C(C1=CC=CC=C1)C1=C(SC=2N3C([C@H](OCC21)C)=NN=C3C)C (R)-3-benzyl-2,6,9-trimethyl-4H,6H-thieno[2,3-e][1,2,4]triazolo[3,4-c][1,4]oxazepine